FC(N1N=C(C(=C1C(=O)OCC)C(F)(F)F)C1=CC=CC=C1)F ethyl 1-(difluoromethyl)-3-phenyl-4-(trifluoromethyl)-1H-pyrazole-5-carboxylate